C(C)(C)N1CCCC1 (2S)-1-isopropylpyrrolidin